(trimethylsilylcyclopentadienyl)trimethyl-platinum(IV) C[Si](C)(C)C1(C=CC=C1)[Pt](C)(C)C